6-Chloro-9-(2,3,5-tri-O-benzoyl-2-C-methyl-β-D-ribofuranosyl)-9H-purin-2-amine ClC1=C2N=CN(C2=NC(=N1)N)[C@H]1[C@](OC(C2=CC=CC=C2)=O)([C@H](OC(C2=CC=CC=C2)=O)[C@H](O1)COC(C1=CC=CC=C1)=O)C